methylbenzylphosphonat COP([O-])(=O)CC1=CC=CC=C1